α-methyl-phenylacetaldehyde CC(C=O)C1=CC=CC=C1